C(C1=CC=CC=C1)OC=1C(=CC=C2N=CC(=NC12)N[C@@H]1C[C@H](N(CC1)C(=O)OC(C)(C)C)C(=O)OC)Br 1-(tert-butyl) 2-methyl (2S,4S)-4-((8-(benzyloxy)-7-bromoquinoxalin-2-yl)amino)piperidine-1,2-dicarboxylate